[Co](Cl)Cl.C1(=CC=CC=C1)P([C-]1C=CC=C1)C1=CC=CC=C1.[C-]1(C=CC=C1)P(C1=CC=CC=C1)C1=CC=CC=C1.[Fe+2] (1,1'-bis(diphenylphosphino)ferrocene) cobalt dichloride